C1(CC1)C=1C=CC=2N(C1)C=C(N2)C(=O)C2=CC(=NN2)C(=O)OCC ethyl 5-(6-cyclopropylimidazo[1,2-a]pyridine-2-carbonyl)-1H-pyrazole-3-carboxylate